C(#N)C1=C(N=C(S1)NC(=O)C=1C=CC(=NC1)N1CCC(CC1)C(=O)O)C=1SC=CN1 1-(5-(5-cyano-4-(thiazol-2-yl)thiazol-2-ylcarbamoyl)pyridin-2-yl)piperidine-4-carboxylic acid